C(C)(C)(C)OC(C(CCCC(CS(=O)(=O)CCO)(C)C)(C)C=1C=C2CC(CC2=CC1)(C(=O)OCC)C(=O)OCC)=O diethyl 5-(1-(tert-butoxy)-7-((2-hydroxyethyl)sulfonyl)-2,6,6-trimethyl-1-oxoheptan-2-yl)-1,3-dihydro-2H-indene-2,2-dicarboxylate